N-[(4-cyclopropylpyridin-2-yl)methyl]-1-{3-fluoro-4-[4-({[5-(trifluoromethyl)pyridin-3-yl]methyl}carbamoyl)-1H-1,2,3-triazol-1-yl]butyl}-1H-1,2,3-triazole-4-carboxamide C1(CC1)C1=CC(=NC=C1)CNC(=O)C=1N=NN(C1)CCC(CN1N=NC(=C1)C(NCC=1C=NC=C(C1)C(F)(F)F)=O)F